3,6-Dimethyl-8-[(1R)-1-[2-(3-methylimidazol-4-yl)anilino]ethyl]-2-phenyl-chromen-4-one CC1=C(OC2=C(C=C(C=C2C1=O)C)[C@@H](C)NC1=C(C=CC=C1)C=1N(C=NC1)C)C1=CC=CC=C1